1-tert-butyl 2-methyl (2R,4S)-2-[2-(chloromethyl) prop-2-en-1-yl]-4-fluoropyrrolidine-1,2-dicarboxylate ClCC(C[C@]1(N(C[C@H](C1)F)C(=O)OC(C)(C)C)C(=O)OC)=C